BrC=1C(=C(C=CC1)S(=O)(=O)Cl)C(C)C bromo-2-(propan-2-yl)benzene-1-sulfonyl chloride